ClC1=CC(=NC(=N1)SC)C([C@@H]1CC[C@H](CC1)C(=O)OC)O Trans-methyl 4-[(6-chloro-2-methylsulfanyl-pyrimidin-4-yl)-hydroxy-methyl]cyclohexanecarboxylate